butyn-2-amine CC(C#C)N